C1=CN(C(=O)N=C1N)[C@H]2[C@@H]([C@@H]([C@H](O2)COP(=O)(O)OP(=O)(O)OC[C@H]([C@H]([C@H](CO)O)O)O)O)O The molecule is a nucleotide-alditol having cytosine as the nucleobase and ribitol as the alditol portion. It is a conjugate acid of a CDP-ribitol(2-).